flavantriamine O1C(C(CC2=CC=CC=C12)(N)N)(C1=CC=CC=C1)N